N(=[N+]=[N-])CC(=O)C=1C=C(C(O)=CC1)O 4-azidoacetyl-catechol